O=C1NC(CCC1N1C(C2=CC=C(C=C2C1)N1CCC(CC1)CN1CCC(CC1)C1=CC=C(C=C1)N1C=NC2=CC=CC=C2C1=O)=O)=O 3-{4-[1-({1-[2-(2,6-dioxopiperidin-3-yl)-1-oxo-2,3-dihydro-1H-isoindol-5-yl]piperidin-4-yl}methyl)piperidin-4-yl]phenyl}-4-oxo-3,4-dihydroquinazolin